C(C1=CC=CC=C1)(=O)N1CCN(CC1)C(=O)C=1C2=C(S(C1)(=O)=O)C=CC=C2 (4-Benzoylpiperazin-1-yl)(1,1-dioxobenzo[b]thiophen-3-yl)methanone